4-fluoro-N-methyl-aniline FC1=CC=C(NC)C=C1